NC1=C(C(=NN1C(C)C)C1=CC(=C(C(=C1)F)CC(=O)O)F)C(N)=O 2-[4-(5-Amino-4-carbamoyl-1-isopropyl-pyrazol-3-yl)-2,6-difluorophenyl]acetic acid